(6-(3-hydroxypyrrolidin-1-yl)pyridin-2-sulfonyl)cyclopropane-1-carboxamide OC1CN(CC1)C1=CC=CC(=N1)S(=O)(=O)C1(CC1)C(=O)N